ClC1=CC(=NC=C1C(=O)NO)Cl 4,6-dichloro-N-hydroxynicotinamide